BrC1=CC=C(OC2=C(C=C(C=C2)O)Br)C=C1 4-(4-bromophenoxy)-3-bromophenol